FC=1C(=C(C=CC1)B(O)O)Cl 3-fluoro-2-chlorobenzeneboronic acid